2,2'-azobis{2-[N-(4-chlorophenyl)amidino]propane} dihydrochloride Cl.Cl.N(=NC(C)(C)C(NC1=CC=C(C=C1)Cl)=N)C(C)(C)C(NC1=CC=C(C=C1)Cl)=N